C(C)(C)(C)C1=NOC(=N1)C(=O)N[C@H](C)C1=C(C=C(C=C1)C1=CC(=NC=N1)NC1=CC=C(C(=N1)C)N1CCN(CC1)C(=O)OC(C)(C)C)C tert-butyl (R)-4-(6-((6-(4-(1-(3-(tert-butyl)-1,2,4-oxadiazole-5-carboxamido)ethyl)-3-methylphenyl)pyrimidin-4-yl)amino)-2-methylpyridin-3-yl)piperazine-1-carboxylate